C(CCCCCCCCCCCCCCCCC)OC(CCCCCCC)=O Stearylcaprylat